IC=1C=CC(=NC1)N[C@@H]1C[C@H](CC1)NC1=NC=C(C=N1)SC (1S,3S)-N1-(5-iodopyridin-2-yl)-N3-(5-(methylthio)pyrimidin-2-yl)cyclopentane-1,3-diamine